FC1=C(C=CC=C1)NC1=C(C(=CC=2C3=CC=CC=C3CC12)C)C (fluorophenyl)(dimethylfluorenyl)amine